8-bromo-7-(4-chlorobenzyl)-3-methyl-3,7-dihydro-1H-purine-2,6-dione BrC1=NC=2N(C(NC(C2N1CC1=CC=C(C=C1)Cl)=O)=O)C